(4,5,6,7-tetrahydrobenzo[b]thiophen-4-yl)methanamine S1C2=C(C=C1)C(CCC2)CN